FC1=C(C2=C(C(=C(C(=C2C(=C1F)F)F)F)F)F)[B-](C1=C(C(=C(C2=C(C(=C(C(=C12)F)F)F)F)F)F)F)(C1=C(C(=C(C2=C(C(=C(C(=C12)F)F)F)F)F)F)F)C1=C(C(=C(C2=C(C(=C(C(=C12)F)F)F)F)F)F)F.C(CCCCCCCCCCCCCCCCC)[NH+](C)CCCCCCCCCCCCCCCCCC dioctadecylmethylammonium tetrakis(perfluoronaphthyl)borate